FC1([C@H]([C@@H]1C=C)CO)F |r| racemic-((1r,3s)-2,2-difluoro-3-vinylcyclopropyl)methanol